benzyl (3R)-3-(hydrazinecarbonyl)piperidine-1-carboxylate N(N)C(=O)[C@H]1CN(CCC1)C(=O)OCC1=CC=CC=C1